FC1([C@@H]([C@@H](N(C1)C(C(C)(C)O)=O)CC=1C(=C(C=CC1)C1=CC=CC=C1)F)NS(=O)(=O)CC)F N-[(2S,3R)-4,4-difluoro-2-[(2-fluoro[1,1'-biphenyl]-3-yl)methyl]-1-(2-hydroxy-2-methylpropanoyl)pyrrolidin-3-yl]ethanesulfonamide